di-(1-hexyl) phosphate P(=O)(OCCCCCC)(OCCCCCC)[O-]